5,5-dimethyl-4,5-dihydroisoxazole-3-thione CC1(CC(NO1)=S)C